3-(4-amino-3-fluorophenyl)-1-isopropyl-1H-pyrazolo[3,4-d]pyrimidin-4-amine NC1=C(C=C(C=C1)C1=NN(C2=NC=NC(=C21)N)C(C)C)F